BrC=1C=C(C2=C(N(N=N2)C2OCCCC2)C1)NCCOCCCCNC(OC(C)(C)C)=O tert-butyl (4-(2-((6-bromo-1-(tetrahydro-2H-pyran-2-yl)-1H-benzo[d][1,2,3]triazol-4-yl)amino)ethoxy)butyl)carbamate